(R)-1-((2-((2-methoxypropyl)amino)pyridin-4-yl)methyl)-5,5-dimethyl-3-(1'-(methylsulfonyl)spiro[cyclobutane-1,3'-indolin]-6'-yl)imidazolidine-2,4-dione CO[C@@H](CNC1=NC=CC(=C1)CN1C(N(C(C1(C)C)=O)C1=CC=C2C3(CN(C2=C1)S(=O)(=O)C)CCC3)=O)C